F[C@H]1C[C@@H](NC1)C(=O)N[C@H](CC(=O)NCC(=O)N[C@H](C(=O)NC)C(C)C)C1=C(C=C(C=C1)C)C(F)(F)F (2R,4S)-4-fluoro-N-((R)-3-((2-(((S)-3-methyl-1-(methylamino)-1-oxobutan-2-yl)amino)-2-oxoethyl)amino)-1-(4-methyl-2-(trifluoromethyl)phenyl)-3-oxopropyl)pyrrolidine-2-amide